6-[2-(4-fluoro-2,7-dimethyl-benzo[b]thiophen-3-yl)-ethylamino]-pyrimidin FC1=CC=C(C=2SC(=C(C21)CCNC2=CC=NC=N2)C)C